N1(CCCC1)CC1(CCOCC1)CNC(=O)C1=CC2=C(S1)CCCCCC2 N-{[4-(pyrrolidin-1-ylmethyl)oxacyclohexan-4-yl]methyl}-4H,5H,6H,7H,8H,9H-cycloocta[b]thiophene-2-carboxamide